(4-(2-Morpholinopropane-2-yl)phenyl)methanol O1CCN(CC1)C(C)(C)C1=CC=C(C=C1)CO